ClC1=C(C=CC=C1)N1C(SC(=C1)C(=O)OC)=N methyl 3-(2-chlorophenyl)-2-imino-2,3-dihydrothiazole-5-carboxylate